(triphenyleneyl)di(pyridinyl)terbenzene C1(=CC=CC=2C3=CC=CC=C3C3=CC=CC=C3C12)C1=C(C(=C(C=C1)C=1C(=CC=CC1)C1=CC=CC=C1)C1=NC=CC=C1)C1=NC=CC=C1